OCCCNC([C@@H](O)C(C)(C)CO)=O D-pantothenol